(R)-3-({5-trifluoromethyl-4-[(3-fluorobenzyl)amino]pyrimidin-2-yl}amino)-N-(piperidin-3-yl)benzamide Potassium [K].FC(C=1C(=NC(=NC1)NC=1C=C(C(=O)N[C@H]2CNCCC2)C=CC1)NCC1=CC(=CC=C1)F)(F)F